CC=1C(NC=2C=C(C=NC2C1C)CN1CCN(CC1)C=1C=CC(=NC1)C(=O)NC)=O 5-(4-((7,8-dimethyl-6-oxo-5,6-dihydro-1,5-naphthyridin-3-yl)methyl)piperazin-1-yl)-N-methylpyridineamide